Cl\C(=C/C=C/C1(SCCCS1)C1=CC=C(C=C1)CCC)\C1=CC=C(C=C1)[N+](=O)[O-] 2-((1E,3Z)-4-chloro-4-(4-nitrophenyl)buta-1,3-dien-1-yl)-2-(4-propylphenyl)-1,3-dithiane